C(C1=CC=NC=C1)(=O)O isonicotinoic acid